ClC1=CC=C(C=C1)C=1C(=NC(=NC1)N(C(C)=O)C)CC N-[5-(4-Chlorophenyl)-4-ethylpyrimidin-2-yl]-N-methylacetamide